CC([C@@H](C(=O)O)N1N=NC(=C1)C)C (S)-3-methyl-2-(4-methyl-1H-1,2,3-triazol-1-yl)butanoic acid